BrC1=CC=C2C(=C(C=NC2=C1)N)NC(C)C 7-Bromo-N4-isopropylquinoline-3,4-diamine